NC=1N=NC(=CC1N1C[C@@H](OCC1)C1=CC(=C(C(=O)O)C=C1C)C)C1=C(C=CC=C1)O (S)-4-(4-(3-Amino-6-(2-hydroxyphenyl)pyridazin-4-yl)morpholin-2-yl)-2,5-dimethylbenzoic acid